N-Hydroxy-3-(2-(4-cyclopropylmethoxyphenyl)quinolin-4-yl)propanamide ONC(CCC1=CC(=NC2=CC=CC=C12)C1=CC=C(C=C1)OCC1CC1)=O